N-(3-ethyl-4-piperidyl)-6-[3-(2-methoxy-4-methylsulfonyl-anilino)prop-1-ynyl]-1-(2,2,2-trifluoroethyl)benzimidazole-4-carboxamide C(C)C1CNCCC1NC(=O)C1=CC(=CC=2N(C=NC21)CC(F)(F)F)C#CCNC2=C(C=C(C=C2)S(=O)(=O)C)OC